1-[2-(3-chlorophenyl)-2-methoxy-propyl]-3-(3-ethoxyphenyl)urea ClC=1C=C(C=CC1)C(CNC(=O)NC1=CC(=CC=C1)OCC)(C)OC